C(C)(CC)[Li] secondary butyl-lithium